ClC1=C2CN(CC2=CC(=C1OCC(COC1=C(C2=C(SC(=C2)C(CCC(=O)OCC)=O)C=C1OC)F)=C)OC)C(CCC(=O)OCC)=O ethyl 4-(5-((2-(((4-chloro-2-(4-ethoxy-4-oxobutanoyl)-6-methoxyisoindolin-5-yl)oxy)methyl)allyl)oxy)-4-fluoro-6-methoxybenzo[b]thiophen-2-yl)-4-oxobutanoate